trans-4-(benzoylmethylamino)cyclohexyl-sodium methanesulfonate CS(=O)(=O)O.C(C1=CC=CC=C1)(=O)N([C@@H]1CC[C@H](CC1)[Na])C